methyl 4-(3-(((tert-butoxycarbonyl)amino)methyl)pyrrolidin-1-yl)-2-chloropyrimidine-5-carboxylate C(C)(C)(C)OC(=O)NCC1CN(CC1)C1=NC(=NC=C1C(=O)OC)Cl